(2-aminoethyl)-trimethylammonium NCC[N+](C)(C)C